ClC1=CC=C(C(=N1)C1=C(C=NC=C1)F)NC(C)C=1C=2C3=C(N(C(C2C=C(C1)C)=O)C)N(N=C3)CCN3CCOCC3 9-(1-((6-chloro-3'-fluoro-[2,4'-bipyridyl]-3-yl)amino)ethyl)-4,7-dimethyl-3-(2-morpholinoethyl)-3,4-dihydro-5H-pyrazolo[3,4-c]isoquinolin-5-one